4-fluoro-1-(5-fluoro-4-(4-(2-methoxyethoxy)phenyl)pyrimidin-2-yl)-N-(4-methyl-1-azabicyclo[3.2.2]non-4-yl)piperidine-4-carboxamide FC1(CCN(CC1)C1=NC=C(C(=N1)C1=CC=C(C=C1)OCCOC)F)C(=O)NC1(CCN2CCC1CC2)C